(1R)-2,2-difluoro-N-(6-(3-((6-(1-hydroxypropyl)-4-methylpyridin-3-yl)amino)-4H-1,2,4-triazol-4-yl)pyrimidin-4-yl)cyclopropane-1-carboxamide FC1([C@H](C1)C(=O)NC1=NC=NC(=C1)N1C(=NN=C1)NC=1C=NC(=CC1C)C(CC)O)F